BrC1=C2C=C(C(=NC2=CC(=C1)C)C1=CC=NC=C1)N 5-bromo-7-methyl-2-(pyridin-4-yl)quinolin-3-amine